OCCCCOC1=C(C=C(C=C1C)C1=NC2=CC(=CC(=C2C(N1)=O)OC)OC)C 2-[4-(4-hydroxy-butoxy)-3,5-dimethyl-phenyl]-5,7-dimethoxy-3H-quinazolin-4-one